Cl.N[C@@H](C)C=1SC(=CN1)C(=O)NC1=NC=C(C(=C1)C(F)(F)F)Cl 2-((1S)-1-aminoethyl)-N-(5-chloro-4-(trifluoromethyl)pyridin-2-yl)-1,3-thiazole-5-carboxamide hydrochloride